3-cyclopropyl-1-(tetrahydro-2H-pyran-2-yl)-1H-pyrazole-5-carboxylic acid methyl ester COC(=O)C1=CC(=NN1C1OCCCC1)C1CC1